5-methyl-N-(2-methyl-6-(4-(quinolin-6-ylmethyl)morpholin-2-yl)pyridin-4-yl)thiazol-2-amine CC1=CN=C(S1)NC1=CC(=NC(=C1)C1CN(CCO1)CC=1C=C2C=CC=NC2=CC1)C